C(C)(C)(C)OC(=O)N1C(C2(CC1)C1=C(B(O2)O)C=CC=C1)C1=C(C=CC=C1)C1CC1 (2-cyclopropylphenyl)-1-hydroxy-1H-spiro[benzo[c][1,2]oxaborole-3,3'-pyrrolidine]-1'-carboxylic acid tert-butyl ester